ClC1=CC(=C(C(=O)C2CCN(CC2)C(=O)OC(C)(C)C)C=C1Cl)OCC=C tert-butyl 4-[4,5-dichloro-2-(prop-2-en-1-yloxy)benzoyl]piperidine-1-carboxylate